1-{5-chloro-7-[6-(methoxymethoxy)-2,7-dimethylindazol-5-yl]-1,8-naphthyridin-3-yl}-N,N-dimethylpiperidin-4-amine ClC1=C2C=C(C=NC2=NC(=C1)C1=CC2=CN(N=C2C(=C1OCOC)C)C)N1CCC(CC1)N(C)C